6-(trifluoromethyl)furo[3,2-c]pyridin-3(2H)-one FC(C1=CC2=C(C=N1)C(CO2)=O)(F)F